(3-(4-Aminopiperidin-1-yl)propoxy)-7-(6-fluoropyridin-3-yl)-2H-chromen-2-one NC1CCN(CC1)CCCOC=1C(OC2=CC(=CC=C2C1)C=1C=NC(=CC1)F)=O